2-phenylbenzo[d]oxazol-6-amine C1(=CC=CC=C1)C=1OC2=C(N1)C=CC(=C2)N